2-(6-{5-chloro-2-[(oxacyclohex-4-yl)amino]pyrimidin-4-yl}-1-oxo-2,3-dihydro-1H-isoindol-2-yl)-N-(2,3-dihydro-1H-inden-2-yl)acetamide ClC=1C(=NC(=NC1)NC1CCOCC1)C1=CC=C2CN(C(C2=C1)=O)CC(=O)NC1CC2=CC=CC=C2C1